methyl (R)-5-(4-(1-(5-(((tert-butoxycarbonyl)amino)methyl)-2-methylbenzamido)ethyl)quinolin-2-yl)-1H-pyrrole-3-carboxylate C(C)(C)(C)OC(=O)NCC=1C=CC(=C(C(=O)N[C@H](C)C2=CC(=NC3=CC=CC=C23)C2=CC(=CN2)C(=O)OC)C1)C